C(C)OC(=O)C=1C(=NN(C1C)C1=NC=C(C(=N1)NC1=CC2=C(N(C(N2CCC(C)(C)O)=O)C)C=C1)Cl)C Ethyl-1-(5-chloro-4-((3-(3-hydroxy-3-methylbutyl)-1-methyl-2-oxo-2,3-dihydro-1H-benzo[d]imidazol-5-yl)amino)pyrimidin-2-yl)-3,5-dimethyl-1H-pyrazol-4-carboxylat